3-(3-methyl-2-oxo-4-(piperazin-1-yl)-2,3-dihydro-1H-benzo[d]imidazol-1-yl)piperidine-2,6-dione hydrochloride Cl.CN1C(N(C2=C1C(=CC=C2)N2CCNCC2)C2C(NC(CC2)=O)=O)=O